BrC=1C=NC=C(C(=O)NC2=CC(=CC=C2)[C@H](C)NC2=CN=C3C(=N2)N(N=C3)C)C1 (S)-5-bromo-N-(3-(1-((1-methyl-1H-pyrazolo[3,4-b]pyrazin-6-yl)amino)ethyl)phenyl)nicotinamide